O1CC(CC1)CN tetrahydrofuran-3-methylamine